5-(4-(1,3-dioxolane-2-yl)piperidine-1-yl)-2-nitroaniline O1C(OCC1)C1CCN(CC1)C=1C=CC(=C(N)C1)[N+](=O)[O-]